(5-(((2-((1-((dimethylamino)methyl)cyclopropyl)methoxy)-7-(8-ethylnaphthalen-1-yl)-5,6,7,8-tetrahydropyrido[3,4-d]pyrimidin-4-yl)amino)methyl)-1H-1,2,4-triazol-3-yl)propan-2-ol CN(C)CC1(CC1)COC=1N=C(C2=C(N1)CN(CC2)C2=CC=CC1=CC=CC(=C21)CC)NCC2=NC(=NN2)CC(C)O